3-[2-Amino-6-(1-{[6-(tert-butyl)-2-pyridyl]methyl}-1H-1,2,3-triazol-4-yl)-4-pyrimidinyl]-2-anisonitrile NC1=NC(=CC(=N1)C1=C(C(C#N)=CC=C1)OC)C=1N=NN(C1)CC1=NC(=CC=C1)C(C)(C)C